CO[Si](OC)(OC)CCCN1C(C=CC1=O)=O N-(trimethoxysilylpropyl)maleimide